C(C#C)OCC(COCC#C)OCC#C 3-(1,3-bis(prop-2-ynyloxy)propan-2-yloxy)prop-1-yne